(3R)-3,5-dihydroxy-3-methylpentanoic acid O[C@@](CC(=O)O)(CCO)C